6-(2-(2-fluoro-3'-(trifluoromethyl)-[1,1'-biphenyl]-3-yl)-2-hydroxyacetyl)-2-(1-phenylcyclopropyl)-5,6,7,8-tetrahydropyrido[4,3-d]pyrimidin-4(3H)-one FC1=C(C=CC=C1C(C(=O)N1CC2=C(N=C(NC2=O)C2(CC2)C2=CC=CC=C2)CC1)O)C1=CC(=CC=C1)C(F)(F)F